diethyl-1-benzyl-4-(phenylsulfonyl)piperazine C(C)C1(N(CCN(C1)S(=O)(=O)C1=CC=CC=C1)CC1=CC=CC=C1)CC